1,1,1-trimethylol-3-methyl-hexane C(O)C(CC(CCC)C)(CO)CO